O=C1C(=CN=C(N1CC(=O)OC(C)(C)C)N1CCCCC1)N[C@H](C)C1=CN=C(O1)C1=CC=CC=C1 Tert-Butyl (R)-2-(6-oxo-5-((1-(2-phenyloxazol-5-yl)ethyl)amino)-2-(piperidin-1-yl)pyrimidin-1(6H)-yl)acetate